1-(4,5-dimethoxy-2-methylsulfanylphenyl)propan-2-amine COC1=CC(=C(C=C1OC)CC(C)N)SC